C(CCCCC)(=O)OC[C@@H](OC(CCCCCCCCCCCCCCCCC)=O)COP(=O)([O-])OCC[N+](C)(C)C 1-hexanoyl-2-octadecanoyl-sn-glycero-3-phosphocholine